[(4S)-4-(5-bromo-1,3-benzoxazol-2-yl)-1,4,6,7-tetrahydroimidazo[4,5-c]pyridin-5-yl]-[4-(difluoromethyl)-2-(1-hydroxy-1-methyl-ethyl)oxazol-5-yl]methanone BrC=1C=CC2=C(N=C(O2)[C@H]2N(CCC3=C2N=CN3)C(=O)C3=C(N=C(O3)C(C)(C)O)C(F)F)C1